COC(=O)C1=CN(C=C1)C1=NC(=NC=C1)Cl 1-(2-Chloropyrimidin-4-yl)-1H-pyrrole-3-carboxylic acid methyl ester